C[C@H]1NCC[C@H](C1)C(=O)OC methyl (2R,4R)-2-methylpiperidine-4-carboxylate